methyl 3-(2-amino-4-(hydroxyl methyl)phenyl)-1H-pyrrole-2-carboxylate NC1=C(C=CC(=C1)CO)C1=C(NC=C1)C(=O)OC